C(#N)C1CC(C1)OC=1C=CC2=C(N=C(O2)C2=C3C=C(N=CC3=C(N=C2)NC)NC(=O)C2CC2)C1 N-(5-(5-((1s,3s)-3-cyanocyclobutoxy)benzo[d]oxazol-2-yl)-8-(methylamino)-2,7-naphthyridin-3-yl)cyclopropanecarboxamide